ClC1=CC2=C(OCCC(C2)C(=O)NC2=NC(=NS2)CCl)C=C1 7-chloro-N-(3-(chloromethyl)-1,2,4-thiadiazol-5-yl)benzo[b]oxepane-4-carboxamide